NC1=NC=2C=C(C(=CC2C2=C1C=NN2C)C(=O)N(C)[C@H]2COCC1=NC=CC=C12)F 4-amino-N-((5R)-5,8-dihydro-6H-pyrano[3,4-b]pyridin-5-yl)-7-fluoro-N,1-dimethyl-1H-pyrazolo[4,3-c]quinoline-8-carboxamide